4'-((diphenylphosphino)carbonyl)-[1,1'-biphenyl]-2-nitrile C1(=CC=CC=C1)P(C(=O)C1=CC=C(C=C1)C=1C(=CC=CC1)C#N)C1=CC=CC=C1